benzyl (4-(2-(3-(4-(2-(4-acetylpiperazin-1-yl)ethoxy)phenyl)ureido)acetamido)phenyl)((2S,4R)-2-methyl-1-propionyl-1,2,3,4-tetrahydroquinolin-4-yl)carbamate C(C)(=O)N1CCN(CC1)CCOC1=CC=C(C=C1)NC(NCC(=O)NC1=CC=C(C=C1)N(C(OCC1=CC=CC=C1)=O)[C@@H]1C[C@@H](N(C2=CC=CC=C12)C(CC)=O)C)=O